4-ethyl-2-methylphenol C(C)C1=CC(=C(C=C1)O)C